C(C)C1=CC(=C(C=C1)S(=O)(=O)NC1=NOC2=C1C(=CC(=C2)CN2N=CC(=C2)CNC(OC)=O)OC)OC methyl ((1-((3-((4-ethyl-2-methoxyphenyl)sulfonamido)-4-methoxybenzo[d]isoxazol-6-yl)methyl)-1H-pyrazol-4-yl)methyl)carbamate